CC=1N=C(NC1C)C1=NC=CC(=C1)C=1C=NC=C(C1)C(=O)NC(C)C 2'-(4,5-Dimethyl-1H-imidazol-2-yl)-N-isopropyl-3,4'-bipyridin-5-carboxamid